1-(Azetidin-3-ylmethyl)-7-chloro-3-(2-(dimethylamino)ethoxy)-6-(3-hydroxynaphthalen-1-yl)quinoxalin-2(1H)-one N1CC(C1)CN1C(C(=NC2=CC(=C(C=C12)Cl)C1=CC(=CC2=CC=CC=C12)O)OCCN(C)C)=O